Cl.NC(C(=O)OC)C methyl 2-aminopropanoate hydrogen chloride salt